CC1=NOC(=C1C1=CC(=C(C=C1)NC1CCC(CC1)(O)C)[N+](=O)[O-])C (1r,4r)-4-((4-(3,5-dimethylisoxazol-4-yl)-2-nitrophenyl)amino)-1-methylcyclohexan-1-ol